5-fluoro-2-phenyl-1,2,3,4-tetrahydroquinoline FC1=C2CCC(NC2=CC=C1)C1=CC=CC=C1